(1-((2-(Trimethylsilyl)ethoxy)methyl)-1H-pyrrolo[2,3-c]pyridin-2-yl)boronic acid C[Si](CCOCN1C(=CC=2C1=CN=CC2)B(O)O)(C)C